tert-butyl 6-([1,1'-biphenyl]-3-ylmethyl)-7-(2,2,2-trifluoroacetamido)-5-azaspiro[2.4]heptane-5-carboxylate C1(=CC(=CC=C1)CC1N(CC2(CC2)C1NC(C(F)(F)F)=O)C(=O)OC(C)(C)C)C1=CC=CC=C1